FC(OC1=C(C=C(C=C1)OC(F)F)C1=NN(C=C1NC(=O)C=1C=NN2C1N=CC=C2)CC2=NN=NN2C[C@H]2N(CCC2)C)F |r| N-[3-[2,5-bis(difluoromethoxy)phenyl]-1-[[1-[[rac-(2S)-1-methylpyrrolidin-2-yl]methyl]tetrazol-5-yl]methyl]pyrazol-4-yl]pyrazolo[1,5-a]pyrimidine-3-carboxamide